F[As-](F)(F)(F)(F)F.C(C)OC1=CC=C(C=C1)[S+](C)C1=CC=C(C=C1)OCC Di-(4-ethoxyphenyl)-methylsulfonium hexafluoroarsenate